(6r,9r)-N-Boc-1-oxa-4-azaspiro[5.5]undecane-9-carboxylic acid C(=O)(OC(C)(C)C)N1CCOC2(C1)CCC(CC2)C(=O)O